OCCCCCC=1C=C(C=2[C@H]3[C@H](C(OC2C1)(C)C)CCC(=C3)C)O (6Ar,10aR)-3-(5-hydroxypentyl)-6,6,9-trimethyl-6a,7,8,10a-tetrahydrobenzo[c]chromen-1-ol